2-(2,2-Dimethylmorpholino)-N-((1S,2S)-2-methylcyclopropyl)thieno[2,3-d]thiazole-5-carboxamide CC1(OCCN(C1)C=1SC2=C(N1)SC(=C2)C(=O)N[C@@H]2[C@H](C2)C)C